C12(CC(C1)C2)N2C[C@H](N(S(C1=C2C=C(C(=C1)O)SCC)(=O)=O)C)CCCC (R)-5-(bicyclo[1.1.1]pentan-1-yl)-3-butyl-7-(ethylthio)-8-hydroxy-2-methyl-2,3,4,5-tetrahydrobenzo[f][1,2,5]thiadiazepine 1,1-dioxide